C(=C)C1=CC=[N+](C=C1)CCCC 4-vinyl-N-butyl-pyridinium